1-(2-hydroxyethyl)pyridinium OCC[N+]1=CC=CC=C1